P(OC1=NC=2CCNCC2C=C1)([O-])=O (5,6,7,8-tetrahydro-1,6-naphthyridin-2-yl) phosphonate